difluoro-fluorosulfonyl-acetic acid methyl ester COC(C(S(=O)(=O)F)(F)F)=O